2-chloro-N-[1-(2-chlorophenyl)-1H-pyrazol-3-yl]-N-methylbenzamide ClC1=C(C(=O)N(C)C2=NN(C=C2)C2=C(C=CC=C2)Cl)C=CC=C1